OC1=C(C=C(C=C1)C(C)(C)C)C1=CC=CC=2NN=NC21 (2'-hydroxy-5'-tert-butylphenyl)benzotriazole